COC1=C(C=C(C2=C1C=CO2)OC)/C=C/C(=O)C2=NC(=CC=C2)C=2SC=CC2 (E)-3-(4,7-dimethoxybenzofuran-5-yl)-1-(6-thienylpyridin-2-yl)-prop-2-en-1-one